N1C=C(C2=CC=CC=C12)C(=O)OC methyl 1H-indole-3-carboxylate